lead-zinc-gold-silver [Ag].[Au].[Zn].[Pb]